COC1=CC(=C(C=C1B1O[C@]2([C@@H]3C([C@H](C[C@H]2O1)C3)(C)C)C)C3=CC=C1C(=CN=NC1=C3)N)C=3SC(=CN3)C 7-[4-methoxy-2-(5-methylthiazol-2-yl)-5-[(1s,2s,6r,8s)-2,9,9-trimethyl-3,5-dioxa-4-boratricyclo[6.1.1.02,6]decan-4-yl]phenyl]cinnolin-4-amine